nitrilotriacetic acid ammonium salt [NH4+].N(CC(=O)[O-])(CC(=O)[O-])CC(=O)[O-].[NH4+].[NH4+]